N-Boc-glycine ethyl ester C(C)OC(CNC(=O)OC(C)(C)C)=O